butyl 2-(3-(bromomethyl)-4-(methoxycarbonyl)phenyl)-2,7-diazaspiro[3.5]nonan-7-carboxylate BrCC=1C=C(C=CC1C(=O)OC)N1CC2(C1)CCN(CC2)C(=O)OCCCC